F[C@@H]1[C@@H](C1)C(=O)NC=1SC2=C(N1)C=CC(=C2)C2=C(C=CC(=C2)C2=CNC=C2)C (1s,2s)-2-fluoro-N-(6-(2-methyl-5-(1H-pyrrol-3-yl)phenyl)benzo[d]thiazol-2-yl)cyclopropane-1-carboxamide